FC=1C=C(C=CC1)C(N1CCN(CC1)C(=O)C=1C=C2C(N(C(C2=CC1)=O)C1C(NC(CC1)=O)=O)=O)C1=CC(=CC=C1)F 5-(4-(bis(3-fluorophenyl)methyl)piperazine-1-carbonyl)-2-(2,6-dioxopiperidin-3-yl)isoindoline-1,3-dione